tert-butyl (3S)-3-(3-(4-(pyrazolo[1,5-b]pyridazin-3-yl)-1H-pyrrolo[2,3-b]pyridin-2-yl)pyrrolidine-1-carbonyl)piperidine-1-carboxylate N1=CC(=C2N1N=CC=C2)C2=C1C(=NC=C2)NC(=C1)C1CN(CC1)C(=O)[C@@H]1CN(CCC1)C(=O)OC(C)(C)C